methyl piperazine-1-carboxylate hydrochloride Cl.N1(CCNCC1)C(=O)OC